3-(3-methoxyazetidin-1-yl)-1-methyl-pyrazole-4-carboxylic acid ethyl ester C(C)OC(=O)C=1C(=NN(C1)C)N1CC(C1)OC